BrC1=CC=C(C2=C1C=CO2)Cl 4-Bromo-7-chlorobenzofuran